8-fluoro-6-hydroxy-5-nitro-3,4-dihydronaphthalene FC=1C=C(C(=C2CCC=CC12)[N+](=O)[O-])O